6-[8-[[4,8-difluoro-2-[(3S)-pyrrolidin-3-yl]-3,5,6,7-tetrahydrocyclopenta[f]benzimidazol-6-yl]methyl]-2-oxo-1-oxa-3,8-diazaspiro[4.5]decan-3-yl]-4H-pyrazino[2,3-b][1,4]oxazin-3-one FC1=C2C(=C(C=3N=C(NC31)[C@@H]3CNCC3)F)CC(C2)CN2CCC3(CN(C(O3)=O)C3=NC1=C(OCC(N1)=O)N=C3)CC2